C(C)OC1=C(C=CC(=N1)C(CS(=O)(=O)C)N1C(NC2=C1C=CC(=C2)C(=O)[O-])=O)OC 1-(1-(6-ethoxy-5-methoxypyridin-2-yl)-2-(methylsulfonyl) ethyl)-2-oxo-2,3-dihydro-1H-benzo[d]imidazole-5-carboxylate